4-methyl-2-((trimethylsilyl)ethynyl)pyrimidine CC1=NC(=NC=C1)C#C[Si](C)(C)C